(R)-3-fluoro-4-(1-hydroxyethyl)benzonitrile FC=1C=C(C#N)C=CC1[C@@H](C)O